(2R)-N-[(1R)-1-[3-acetamido-4-fluoro-5-(trifluoromethyl)phenyl]ethyl]-6-bromo-2-methyl-2,3-dihydroimidazo[1,2-a]pyridine-8-carboxamide C(C)(=O)NC=1C=C(C=C(C1F)C(F)(F)F)[C@@H](C)NC(=O)C=1C=2N(C=C(C1)Br)C[C@H](N2)C